(5S,8R)-N-(3,4-dichlorophenyl)-6,7,8,9-tetrahydro-5H-5,8-epiminocyclohepta[c]pyridine-10-carboxamide ClC=1C=C(C=CC1Cl)NC(=O)N1[C@H]2CC[C@@H]1CC=1C=NC=CC12